COC(=O)C#CC(=O)O monomethyl-acetylenedicarboxylic acid